B12B3[B-]14B5[B-]23B45.[Pr] Praseodymium hexaboride